1-(9H-carbazol-9-yl)dibenzo[b,d]Furan-3-amine C1=CC=CC=2C3=CC=CC=C3N(C12)C1=CC(=CC=2OC3=C(C21)C=CC=C3)N